N1=C(C=CC=C1)C(=O)O.C(C1=CN=CC=C1)(=O)N (nicotinamide) picolinate